N1(CCOCC1)CCCCN1N=CC=C(C1=O)C=1C=NC=CC1 2-[4-(morpholin-4-yl)butyl]-4-(pyridin-3-yl)-2,3-dihydropyridazin-3-one